(S)-3-(((S)-6-bromo-2,3-dihydro-1H-inden-1-yl)amino)-1-chloro-4-oxo-4,6,7,8-tetrahydropyrrolo[1,2-a]pyrazine-6-carboxylate BrC1=CC=C2CC[C@@H](C2=C1)NC1=NC(=C2N(C1=O)[C@@H](CC2)C(=O)[O-])Cl